ClC1=NC(=CC(=N1)N1CCC(CC1)CO)C1=CC(=C(C=C1)N1CCOCC1)F (1-(2-chloro-6-(3-fluoro-4-morpholinophenyl)pyrimidin-4-yl)piperidin-4-yl)methanol